FC1=CC(=C2C(=NN(C2=C1)C)C)CC(=O)OC(C)(C)C tert-butyl 2-(6-fluoro-1,3-dimethyl-1H-indazole-4-yl)acetate